BrC=1C(=NN(C1)C1OCCCC1)Cl 4-bromo-3-chloro-1-(tetrahydro-2H-pyran-2-yl)-1H-pyrazole